ClC1=C(C=C(OCC(=O)NC2CCN(CC2)C=2OC(=NN2)C2=CC=C(C=C2)Cl)C=C1)F 2-(4-chloro-3-fluoro-phenoxy)-N-[1-[5-(4-chlorophenyl)-1,3,4-oxadiazol-2-yl]-4-piperidinyl]acetamide